5-Bromo-1,3-difluoro-2-(7,7,7-trifluoroheptyl)benzene BrC=1C=C(C(=C(C1)F)CCCCCCC(F)(F)F)F